dibutyl-bis(phenylethynyl)silane C(CCC)[Si](C#CC1=CC=CC=C1)(C#CC1=CC=CC=C1)CCCC